C(C)(CC)C1OC=2CCCC(C2C(C1)C)=O 2-(sec-butyl)-4-methyl-2,3,4,6,7,8-hexahydro-5H-chromen-5-one